CC1(COP(OC1)=O)C 5,5-dimethyl-1,3,2-dioxaphosphorinane-2-one